(1-(methylsulfonyl) piperidin-4-yl) carbamate C(N)(OC1CCN(CC1)S(=O)(=O)C)=O